COC(C(=O)N1C[C@@H](N(C[C@H]1C)C=1C2=C(N=CN1)N(CC21CCC1)C1=NC=CC(=C1)C#N)C)(C)C 2-[4-[(2S,5R)-4-(2-methoxy-2-methylpropanoyl)-2,5-dimethylpiperazin-1-yl]spiro[6H-pyrrolo[2,3-d]pyrimidine-5,1'-cyclobutane]-7-yl]pyridine-4-carbonitrile